N-(3-((5-chloro-2-((2-methyl-4-(piperidin-4-yl)phenyl)amino)pyrimidin-4-yl)amino)propyl)N-methylcyclobutanecarboxamide ClC=1C(=NC(=NC1)NC1=C(C=C(C=C1)C1CCNCC1)C)NCCCN(C(=O)C1CCC1)C